DIHYDROPYRROLO[3,4-C]CARBAZOL C1NC=C2C=CC3=NC=4C=CC=CC4C3=C21